p-Dioxane O1CCOCC1